6-(4-fluoro-2-methyl-5-nitrophenyl)pyrazolo[1,5-b]pyridazine FC1=CC(=C(C=C1[N+](=O)[O-])C=1C=CC=2N(N1)N=CC2)C